C1(=CC=CC=C1)COC1=CC=C(C=C1)C1=NN=C(O1)N 5-(4-(phenylmethoxy)phenyl)-1,3,4-oxadiazol-2-amine